N1C=CC=C1.C1=CCCCCC1 Cycloheptene pyrrole salt